COC(=O)C1=CC(=C2C(=N1)C(CC2)C)CN2C[C@H](CCC2)C 7-methyl-4-(((S)-3-methylpiperidin-1-yl)methyl)-6,7-dihydro-5H-cyclopenta[b]pyridine-2-carboxylic acid methyl ester